BrC=1C=2C=3N(C(=NC2C=CC1)NC=1C(N=CC=NC1)=O)N=C(N3)C3=CC=C(C=C3)F (6S)-6-{[10-bromo-2-(4-fluorophenyl)[1,2,4]triazolo[1,5-c]quinazolin-5-yl]amino}-1,4-diazepin-5-one